4-[2-(4-fluorophenyl)pyrazolo[4,3-b]pyridin-7-yl]-2-methoxy-N-[rac-(1S)-2-hydroxy-1-phenyl-ethyl]benzamide FC1=CC=C(C=C1)N1N=C2C(N=CC=C2C2=CC(=C(C(=O)N[C@H](CO)C3=CC=CC=C3)C=C2)OC)=C1 |r|